COC1[C@@H]([C@H](C([C@H]([C@H]1O)O)O)O)O bornesitol